tert-butyl 7-(2,4-dioxo-3,4-dihydropyrimidin-1(2H)-yl)spiro[chroman-2,4'-piperidine]-1'-carboxylate O=C1N(C=CC(N1)=O)C1=CC=C2CCC3(CCN(CC3)C(=O)OC(C)(C)C)OC2=C1